(S)-(1,3-Dimethyl-azetidin-3-yl)-(4-methylamino-phenyl)-(3-pyrrolidin-1-yl-phenyl)-methanol CN1CC(C1)(C)[C@@](O)(C1=CC(=CC=C1)N1CCCC1)C1=CC=C(C=C1)NC